1-(3-bromobenzyl)piperidin-3-amine BrC=1C=C(CN2CC(CCC2)N)C=CC1